2'-hydroxy-4,4'-dimethoxybenzophenone OC1=C(C=CC(=C1)OC)C(C1=CC=C(C=C1)OC)=O